FC1=C(CNC(=O)N2CC3=C(CC2)SC(=C3)C3=NOC(=N3)C(F)(F)F)C=CC=C1 N-(2-fluorobenzyl)-2-(5-(trifluoromethyl)-1,2,4-oxadiazol-3-yl)-6,7-dihydrothieno[3,2-c]pyridine-5(4H)-carboxamide